mono(α-methylbenzyl)phenol CC(C1=CC=CC=C1)C1=CC=C(C=C1)O